O[C@H](C(=O)N1CC2(CC2)C[C@H]1C(=O)N[C@@H](C[C@H]1C(NCC1)=O)C(COC(F)(F)F)=O)CC(C)C (S)-5-((S)-2-hydroxy-4-methylpentanoyl)-N-((S)-3-oxo-1-((S)-2-oxopyrrolidin-3-yl)-4-(trifluoromethoxy)butan-2-yl)-5-azaspiro[2.4]heptane-6-carboxamide